FC1(CC2(C1)CC(N(CC2)CC2=C1C=CN(C1=C(C=C2OC)C)C(=O)OC(C)(C)C)C2=C(C=C(C=C2)C(=O)OC)NCCOC)F tert-Butyl 4-((2,2-difluoro-6-(4-(methoxycarbonyl)-2-((2-methoxyethyl)amino)phenyl)-7-azaspiro[3.5]nonan-7-yl)methyl)-5-methoxy-7-methyl-1H-indole-1-carboxylate